4-methanesulfonyl-butyric acid CS(=O)(=O)CCCC(=O)O